(R)-2-(Aminomethyl)pyrrolidine tert-butyl-(3R,4S)-3-((8-chloropyrido[2,3-d]pyridazin-5-yl)amino)-4-hydroxypyrrolidine-1-carboxylate C(C)(C)(C)OC(=O)N1C[C@H]([C@H](C1)O)NC1=C2C(=C(N=N1)Cl)N=CC=C2.NC[C@@H]2NCCC2